C(C)(C)C1=C(C(=CC(=C1)C(C)C)C(C)C)N=C=O 2,4,6-triisopropylphenyl isocyanate